[C@H]1([C@H](O)[C@@H](O)[C@@H](O)[C@H](O1)CO)OC[C@@H]([C@@H]([C@@H](CCCC)O)O)NC(CCCCCCCCCCCCCCCCCCCCCCCC)=O (2S,3S,4R)-1-O-(α-D-galactosyl)-2-(N-pentacosanoylamino)-1,3,4-octanetriol